1,11-bis(3-thietanylthio)-4,8-bis(3-thietanylthio-methyl)-3,6,9-trithiaundecane S1CC(C1)SCCSC(CSCC(SCCSC1CSC1)CSC1CSC1)CSC1CSC1